C(C1=CC=CC=C1)(C1=CC=CC=C1)C1=CC=C(N)C(=C1)OC 4-benzhydryl-6-methoxyaniline